4-nitrophenyl 4-({2,3,5-trifluoro-4-[(4-methoxyphenyl)methoxy]benzamido}methyl)bicyclo[2.2.2]octane-1-carboxylate FC1=C(C(=O)NCC23CCC(CC2)(CC3)C(=O)OC3=CC=C(C=C3)[N+](=O)[O-])C=C(C(=C1F)OCC1=CC=C(C=C1)OC)F